C(C)(=O)N[C@H](C(C)(C)S)C(=O)O acetyl-D-penicillamine